Cl.Cl.N[C@@H](CO)CC1=CC2=NC(=CC(=C2S1)NCC=1OC=CC1)Cl (2R)-2-amino-3-(5-chloro-7-{[(furan-2-yl)methyl]amino}thieno[3,2-b]pyridin-2-yl)propan-1-ol dihydrochloride